5-[3-[[4-(Benzyloxymethyl)-3-fluoro-phenyl]carbamoyl]phenyl]-2-methyl-pyridine-3-carboxylic acid C(C1=CC=CC=C1)OCC1=C(C=C(C=C1)NC(=O)C=1C=C(C=CC1)C=1C=C(C(=NC1)C)C(=O)O)F